FC([C@H]1N(C(N(C1)C=1C=C2CN(C(C2=CC1)=O)C1C(NC(CC1)=O)=O)=O)C1=CC=C(C=C1)C)F 3-(5-((S)-4-(difluoromethyl)-2-oxo-3-(p-tolyl)imidazolidin-1-yl)-1-oxoisoindolin-2-yl)piperidine-2,6-dione